N1-(1-Allyl-1H-imidazol-2-ylmethyl)-N1-(S)-5,6,7,8-tetrahydro-quinolin-8-yl-butane-1,4-diamine, Hydrochloride salt Cl.C(C=C)N1C(=NC=C1)CN(CCCCN)C1CCCC=2C=CC=NC12